CN(C(=O)C1(CC(C1)(F)F)NC(OCC1=CC=CC=C1)=O)C benzyl (1-(dimethylcarbamoyl)-3,3-difluorocyclobutyl)carbamate